BENZOXAZINON O1NC(CC2=C1C=CC=C2)=O